C=1(C(=CC=CC1)C(=O)O)C1=CC=CC=C1.C1(=CC=CC=C1)C1=CC=CC=C1 biphenyl (biphenylate)